2-hydroxyl-4'-(2-hydroxyethoxy)-2-methyl-propiophenone OC(C(=O)C1=CC=C(C=C1)OCCO)(C)C